4-[(2-chloro-6-fluorophenyl)methyl]-3-(cyclohexylmethyl)-4,5-dihydro-1,2,4-oxadiazol-5-one ClC1=C(C(=CC=C1)F)CN1C(=NOC1=O)CC1CCCCC1